6-(((S)-(1-(1-(tert-butyl)piperidin-4-yl)-1H-1,2,3-triazol-4-yl)(pyridin-3-yl)methyl)amino)-8-chloro-4-(((R)-1-phenylpropyl)amino)quinoline-3-carbonitrile C(C)(C)(C)N1CCC(CC1)N1N=NC(=C1)[C@H](C=1C=NC=CC1)NC=1C=C2C(=C(C=NC2=C(C1)Cl)C#N)N[C@H](CC)C1=CC=CC=C1